(2S)-N-methyl-2-[tetrahydro-5-vinyl-3-methyl-2-furyl]Glycine CN[C@H](C(=O)O)C1OC(CC1C)C=C